2-(2,2,2-trifluoroethyl)benzoxazole-5-carbonitrile FC(CC=1OC2=C(N1)C=C(C=C2)C#N)(F)F